ClC=1C(=C(NC)C=C(C1)Cl)[N+](=O)[O-] 3,5-dichloro-N-methyl-2-nitro-aniline